FC1=C(C=C(C(=C1)F)C)C=1C(=C2N(N1)CCC2)C=2C=C1C=CC=NC1=CC2 6-(2-(2,4-Difluoro-5-methylphenyl)-5,6-dihydro-4H-pyrrolo[1,2-b]pyrazol-3-yl)quinoline